FC=1C=CC(=NC1OC)N1CCN(CC1)C(=O)OC(C)(C)C tert-butyl 4-(5-fluoro-6-methoxy-2-pyridyl)piperazine-1-carboxylate